3-((2-Methoxyphenyl)thio)propionic acid COC1=C(C=CC=C1)SCCC(=O)O